{7-[(3S)-3-Aminocyclopentyl]-5-fluoro-2,7-diazaoct-2-yl}methanoic acid-2-methylpropan-2-yl ester CC(C)(C)OC(=O)N(C)CCC(CN(C)C1C[C@H](CC1)N)F